C(C)(C)(C)OOC(C(CCCC)CC)=O 2-ethylhexanoyl (t-butyl) peroxide